ClC1=CC2=C(C=N1)C=C(N2COCC[Si](C)(C)C)C2=NC(=NC=C2)N(CC(F)(F)F)C 4-(6-chloro-1-((2-(trimethylsilyl)ethoxy)methyl)-1H-pyrrolo[3,2-c]pyridin-2-yl)-N-methyl-N-(2,2,2-trifluoroethyl)pyrimidin-2-amine